3-chloro-4-(2-fluoro-4-nitrophenoxy)pyridin-2-yl-1,1-diphenylmethanimine ClC=1C(=NC=CC1OC1=C(C=C(C=C1)[N+](=O)[O-])F)N=C(C1=CC=CC=C1)C1=CC=CC=C1